C(C)S(=O)(=O)C1=CC=C(CNC(C2=CC(=C(C=C2)N2CC(CC2)C2=CC=C(C=C2)C(F)(F)F)OC)=O)C=C1 N-(4-(ethylsulfonyl)benzyl)-3-methoxy-4-(3-(4-(trifluoromethyl)phenyl)pyrrolidin-1-yl)benzamide